N1CCCCCC1.[OH-] hydroxide hexamethyleneimine